C1=NC=CC2=CC=C(C=C12)C(=O)O Isoquinoline-7-carboxylic acid